COC(C=CCCCC=O)=O 7-oxohept-2-enoic acid methyl ester